tert-butyl (4-(3-bromo-4-iodopyridin-2-yl)cyclohexyl)carbamate BrC=1C(=NC=CC1I)C1CCC(CC1)NC(OC(C)(C)C)=O